(2S)-N-{(1S)-1-cyano-2-[4-(1-methyl-2-oxo-1,2-dihydro-quinolin-7-yl)phenyl]ethyl}-1,4-oxaazepan-2-carboxamide C(#N)[C@H](CC1=CC=C(C=C1)C1=CC=C2C=CC(N(C2=C1)C)=O)NC(=O)[C@H]1OCCCNC1